N1=C(OC(C2=C1C=CC=C2)=O)C2=C1C(C(=O)NC1=O)=CC=C2 (3,1-benzoxazin-4-on-2-yl)phthalimide